N1=CC(=CC2=CC=CC=C12)C(C(=O)NC=1SC(=CN1)C(F)(F)F)C 2-(quinolin-3-yl)-N-(5-(trifluoromethyl)thiazol-2-yl)propanamide